(R)-1-[(S)-2-(di-tert-butylphosphino)ferrocenyl]ethyl-diphenylphosphine 4-methoxybenzyl-(3-(((2-chloro-6-formylquinazolin-4-yl)amino)methyl)oxetan-3-yl)carbamate COC1=CC=C(CN(C(O)=O)C2(COC2)CNC2=NC(=NC3=CC=C(C=C23)C=O)Cl)C=C1.C(C)(C)(C)P(C=1[C-](C=CC1)[C@@H](C)P(C1=CC=CC=C1)C1=CC=CC=C1)C(C)(C)C.[CH-]1C=CC=C1.[Fe+2]